[Co]=O.[Co].[Mn] manganese-cobalt-cobalt oxide